NC1=NC=C(C=C1C=1C=C2CCNC(C2=CC1)=O)C1=CC=C(C=C1)N1CCN(CC1)CCOC 6-(2-amino-5-(4-(4-(2-methoxyethyl)piperazin-1-yl)phenyl)pyridin-3-yl)-3,4-dihydroisoquinolin-1(2H)-one